(S)-3-(1H-indol-3-yl)-2-(4-isopropylphenyl-sulphonamido)-N-(4-(4-methoxyphenyl)thiazol-2-yl)propanamide N1C=C(C2=CC=CC=C12)C[C@@H](C(=O)NC=1SC=C(N1)C1=CC=C(C=C1)OC)NS(=O)(=O)C1=CC=C(C=C1)C(C)C